COC(=O)C1OC(OC1)(C)C 2,2-dimethyl-1,3-dioxolane-4-carboxylic acid methyl ester